5-bromo-3,4-dimethylpyridine-2-ol BrC=1C(=C(C(=NC1)O)C)C